CC1SC2(CN1C(CCC1=CNC3=CC=CC=C13)=O)CCN(CC2)C 1-(2,8-dimethyl-1-thia-3,8-diazaspiro(4.5)dec-3-yl)-3-(1H-indol-3-yl)propan-1-one